C(=O)(O)CN(CCN1CCN(CCN(CC1)CC(=O)O)CC(=O)O)CC(=O)O {4-{2-(bis-carboxymethylamino)-ethyl}-7-carboxymethyl-[1,4,7]triazonan-1-yl}-acetic acid